ClC1=C(C=CC=C1)CC(=O)NC1=CC(=C(C=C1)C1=CC(=CC=C1)C(=O)NCCN(C)C)S(N)(=O)=O 4'-{[(2-chlorophenyl)acetyl]amino}-N-[2-(dimethylamino)ethyl]-2'-sulfamoylbiphenyl-3-carboxamide